BrC1=NN(C2=NC=NC(=C21)N)C2CCOCC2 3-Bromo-1-tetrahydropyran-4-yl-pyrazolo[3,4-d]pyrimidin-4-ylamine